C(C=C)C1(C(OC(C(C1)C1=CC(=CC=C1)Cl)C1=CC=C(C=C1)Cl)=O)C 3-allyl-5-(3-chlorophenyl)-6-(4-chlorophenyl)-3-methyltetrahydro-2H-pyran-2-one